C(C)(=O)OCC(=O)C1=C(C(=CC=C1)OC)F 2-(2-fluoro-3-methoxyphenyl)-2-oxoethyl acetate